N1=NC(=CC=C1)C(=O)[O-] 3-pyridazineAt